4-(1-(4-(4-(dimethylamino)piperidin-1-yl)-2-fluorophenyl)-2-methyl-1H-imidazol-4-yl)-N-((3R,4S)-3-fluoro-1-(methylsulfonyl)piperidin-4-yl)-5-(trifluoromethyl)pyrimidin-2-amine CN(C1CCN(CC1)C1=CC(=C(C=C1)N1C(=NC(=C1)C1=NC(=NC=C1C(F)(F)F)N[C@@H]1[C@@H](CN(CC1)S(=O)(=O)C)F)C)F)C